C(N)(=O)C1=CC=C(OCC=2C3=C(SC2C(=O)O)C=CC=C3F)C=C1 3-((4-carbamoylphenoxy)methyl)-4-fluorobenzo[b]thiophene-2-carboxylic acid